C(C)(C)(C)OC(=O)N=[S@@](=O)(C=1C(=NC(=CC1)C)O[C@@H]1C[C@@H](CCC1)CCO[Si](C1=CC=CC=C1)(C1=CC=CC=C1)C(C)(C)C)N1[C@@H](CCC1)C(=O)OC methyl ((S)-N-(tert-butoxycarbonyl)-2-(((1S,3S)-3-(2-((tert-butyldiphenylsilyl)oxy)ethyl)cyclohexyl)oxy)-6-methylpyridine-3-sulfonimidoyl)-L-prolinate